1,3-benzothiazole-5-carbaldehyde S1C=NC2=C1C=CC(=C2)C=O